C(C)[C@H]1C[C@H]2[C@H]([C@H](OC=3C=CC(=CC23)O)C2=CC=C(C=C2)O)C1 (2S,3aR,4S,9bS)-2-Ethyl-4-(4-hydroxy-phenyl)-1,2,3,3a,4,9b-hexahydro-cyclopenta[c]chromen-8-ol